Bis(tetrabutylphosphonium) dihydropyromellitic acid salt C(C1C(C(=O)O)C=C(C(=O)O)C(C(=O)[O-])=C1)(=O)[O-].C(CCC)[P+](CCCC)(CCCC)CCCC.C(CCC)[P+](CCCC)(CCCC)CCCC